3-isopropyl-4,5,6,7-tetrahydroimidazo[4,5-c]pyridine C(C)(C)N1C=NC2=C1CNCC2